N[C@@H]1C2=CC=CC=C2CC12CCN(CC2)C=2NC(C1=C(N2)NN=C1C=1C=2C=CC(=NC2CC(C1F)(C)C)C(F)(F)F)=O (S)-6-(1-amino-1,3-dihydrospiro[indene-2,4'-piperidin]-1'-yl)-3-(6-fluoro-7,7-dimethyl-2-(trifluoromethyl)-7,8-dihydroquinolin-5-yl)-1,5-dihydro-4H-pyrazolo[3,4-d]pyrimidin-4-one